Cl.Cl.N[C@H](C(=O)N1C=C(C2=CC=CC=C12)CCN(C)C)CC1=CC=CC=C1 (S)-2-amino-1-(3-(2-(dimethylamino)ethyl)-1H-indol-1-yl)-3-phenylpropan-1-one bis-hydrochloride